N-(3,5-difluoro-4-{[3-(3,3,3-trifluoroprop-1-en-2-yl)-1-{[2-(trimethylsilyl)ethoxy]methyl}-1H-pyrrolo[2,3-b]pyridin-4-yl]oxy}phenyl)-N'-[(3-fluorooxetan-3-yl)methyl]urea FC=1C=C(C=C(C1OC1=C2C(=NC=C1)N(C=C2C(=C)C(F)(F)F)COCC[Si](C)(C)C)F)NC(=O)NCC2(COC2)F